N1=CN=C2NC=NC2=C1C=1C(=NC=CC1)NC=1C=CC(=C(C(=O)NC2=CC(=CC(=C2)F)F)C1)F 5-(3-(9H-purin-6-yl)pyridin-2-ylamino)-N-(3,5-difluorophenyl)-2-fluorobenzamid